C(C)OC(=O)C(CC)CC=CC Hept-5-ene-3-carboxylic acid ethyl ester